3-(5-((5-chloro-2-oxoindolin-3-ylidene)methyl)furan-2-yl)-N-((1-methylpiperidin-4-yl)methyl)benzamide ClC=1C=C2C(C(NC2=CC1)=O)=CC1=CC=C(O1)C=1C=C(C(=O)NCC2CCN(CC2)C)C=CC1